C(CC(CCCCCCC)O)O 1,3-decanediol